C1(CCCCC1)P(C1=CC(=CC(=C1)C(C)(C)C)C(C)(C)C)C1CCCCC1 dicyclohexyl-(3,5-di(tert-butyl)phenyl)phosphine